C12CNCCC(CC1)N2C(=O)[O-] 3,9-diazabicyclo[4.2.1]nonane-9-carboxylate